C(C1=CC=CC=C1)OCC1=NN(C(N1CC)=O)C1=NC(=C(C(=O)NC2=C(C=CC=C2)C(F)(F)F)C=C1F)C=COCC 6-(3-((benzyloxy)methyl)-4-ethyl-5-oxo-4,5-dihydro-1H-1,2,4-triazol-1-yl)-2-(2-ethoxyvinyl)-5-fluoro-N-(2-(trifluoromethyl)phenyl)nicotinamide